C(C)(C)(C)N1C=C(C=C1)C(=O)NCC1=NC(=NO1)C=1N(C2=CC=CC(=C2C1)N[C@@H]1CN(CC[C@@H]1F)C)CC(F)(F)F 1-tert-butyl-N-{[3-(4-{[(3R,4S)-4-fluoro-1-methylpiperidin-3-yl]amino}-1-(2,2,2-trifluoroethyl)-1H-indol-2-yl)-1,2,4-oxadiazol-5-yl]methyl}-1H-pyrrole-3-carboxamide